NCCC(CO)CO 2-(2-aminoethyl)1,3-propanediol